1-ethyl-1H-pyrazolo[3,4-c]pyridin C(C)N1N=CC=2C1=CN=CC2